CC(CCO)C=C 3-Methyl-4-penten-1-ol